1-(Azetidin-1-yl)-2-[6-[4-chloro-3-(1,1-difluoroethyl)phenyl]pyrazolo[3,4-b]pyrazin-1-yl]ethanone N1(CCC1)C(CN1N=CC=2C1=NC(=CN2)C2=CC(=C(C=C2)Cl)C(C)(F)F)=O